FC1=CC=C(C=C1)C1=NN=C(O1)NC1=CC=CC=C1 5-(4-fluorophenyl)-N-phenyl-1,3,4-oxadiazol-2-amine